tert-butyl (1s,4s)-5-(3-(2,6-bis(benzyloxy) pyridin-3-yl)-1-methyl-1H-indazol-7-yl)-2,5-diazabicyclo[2.2.1]heptane-2-carboxylate C(C1=CC=CC=C1)OC1=NC(=CC=C1C1=NN(C2=C(C=CC=C12)N1[C@@H]2CN([C@H](C1)C2)C(=O)OC(C)(C)C)C)OCC2=CC=CC=C2